C(CCCCC)C(C(=O)OCCCCCC(OC(NCCOCCN(CC)C)=O)CCCCCOC(C(CCCCCCCC)CCCCCC)=O)CCCCCCCC 12-{5-[(2-hexyl-1-oxodecyl) oxy] pentyl}-3-methyl-10-oxo-3,9-diaza-6,11-dioxaheptadec-17-yl 2-hexyldecanoate